(R)-N-(3-(2-((2-Fluoro-3-(methylsulfonyl)phenyl)amino)-5-methylpyrimidin-4-yl)-1H-indol-7-yl)-2-((3S,5S)-3,4,5-trimethylpiperazin-1-yl)propanamid FC1=C(C=CC=C1S(=O)(=O)C)NC1=NC=C(C(=N1)C1=CNC2=C(C=CC=C12)NC([C@@H](C)N1C[C@@H](N([C@H](C1)C)C)C)=O)C